2-(tetrahydro-2H-pyran-4-yl)-1H-pyrrolo[3,4-c]Pyridin-3(2H)-one O1CCC(CC1)N1C(C=2C=NC=CC2C1)=O